ClC1=C(CCC2=CC(=CC=C12)OCC1=CC=C2C(=NN(C2=C1)C(C)C)Cl)C=O 1-chloro-6-(3-chloro-1-isopropyl-1H-indazol-6-ylmethoxy)-3,4-dihydro-naphthalene-2-carbaldehyde